(cis)-tert-Butyl 1-benzyl-3a-fluoro-2-oxo-3-((2,2,6,6-tetramethylpiperidin-1-yl)oxy)hexahydropyrrolo[3,4-b]pyrrole-5(1H)-carboxylate C(C1=CC=CC=C1)N1C2C(C(C1=O)ON1C(CCCC1(C)C)(C)C)(CN(C2)C(=O)OC(C)(C)C)F